(R)-1-(3-(7-ethoxy-3-(4-(2-fluoro-3-methoxyphenoxy)phenyl)-1H-pyrazolo[4,3-c]pyridin-1-yl)piperidin-1-yl)prop-2-en-1-one C(C)OC=1C2=C(C=NC1)C(=NN2[C@H]2CN(CCC2)C(C=C)=O)C2=CC=C(C=C2)OC2=C(C(=CC=C2)OC)F